4-(3-fluoroazetidin-1-yl)-3-methylaniline FC1CN(C1)C1=C(C=C(N)C=C1)C